3-[(dimethylamino)methyl]-5-fluoro-1-methyl-1H-indol-6-ol CN(C)CC1=CN(C2=CC(=C(C=C12)F)O)C